1-[3-(2-chlorophenyl)phenyl]-5-[(1-cyclopropanecarbonyl-4-hydroxypiperidin-4-yl)methyl]-1H,4H,5H-pyrazolol ClC1=C(C=CC=C1)C=1C=C(C=CC1)N1N=C(CC1CC1(CCN(CC1)C(=O)C1CC1)O)O